C(C)(C)OC1=CC=2N(C=C1C(NC1=CC=CC=C1)=O)C=C(N2)C2CCN(CC2)C(=O)OC(C)(C)C tert-butyl 4-[7-isopropoxy-6-(phenylcarbamoyl) imidazo[1,2-a]pyridin-2-yl]piperidine-1-carboxylate